ClC=1C=C(C=CC1)[C@H](C(=O)N1CC2=C(CCC1)N=C(NC2=O)C2(CC2)C=2C=C(C=CC2)C2=CC(=CC=C2)OCCOC)O (R)-6-(2-(3-chlorophenyl)-2-hydroxyacetyl)-2-(1-(3'-(2-methoxyethoxy)-[1,1'-biphenyl]-3-yl)cyclopropyl)-3,5,6,7,8,9-hexahydro-4H-pyrimido[5,4-c]azepin-4-one